8-chloro-6-(1-methylpyrazol-4-yl)isoquinolin-3-amine ClC=1C=C(C=C2C=C(N=CC12)N)C=1C=NN(C1)C